5-(2,6-dichloro-4-(6-(difluoromethyl)-3,5-dioxo-4,5-dihydro-1,2,4-triazin-2(3H)-yl)phenoxy)-2-hydroxy-N-((1r,3r)-3-hydroxycyclobutyl)-N-methylbenzenesulfonamide ClC1=C(OC=2C=CC(=C(C2)S(=O)(=O)N(C)C2CC(C2)O)O)C(=CC(=C1)N1N=C(C(NC1=O)=O)C(F)F)Cl